2,6-dimethoxy-4-[5-[1-(2-methoxyethyl)pyrazol-4-yl]benzimidazol-1-yl]-N-(2,2,2-trifluoroethyl)benzamide COC1=C(C(=O)NCC(F)(F)F)C(=CC(=C1)N1C=NC2=C1C=CC(=C2)C=2C=NN(C2)CCOC)OC